FC1(CC2N(CCNC2)C1)F 7,7-difluoro-octahydropyrrolo[1,2-a]pyrazine